COC(CCC1=CC(=NC=C1Br)Cl)=O 3-(5-bromo-2-chloropyridin-4-yl)propionic acid methyl ester